CC(OC(NCCNC(NNC(=O)OCC1=CC=C(C=C1)NC([C@H](C)NC([C@H](C)NC(CCN1C(C=CC1=O)=O)=O)=O)=O)=O)=O)(C)C 4-((S)-2-((S)-2-(3-(2,5-dioxo-2,5-dihydro-1H-pyrrol-1-yl)propanamido)propanamido)propanamido)benzyl 11,11-dimethyl-4,9-dioxo-10-oxa-2,3,5,8-tetraazadodecanoate